8-benzyloxy-6-chloro-2-methyl-3,4-dihydropyrido[2,3-e]thiazine 1,1-dioxide C(C1=CC=CC=C1)OC1=CC(=NC=2CCN(S(C21)(=O)=O)C)Cl